6-(3,4-dihydro-2H-benzo[b][1,4]oxazin-6-yl)-2,3-diphenyl-5-(pyridin-2-ylamino)pyrazolo[1,5-a]pyrimidin-7(4H)-one O1C2=C(NCC1)C=C(C=C2)C2=C(NC=1N(C2=O)N=C(C1C1=CC=CC=C1)C1=CC=CC=C1)NC1=NC=CC=C1